N-(5-(tert-butyl)isoxazol-3-yl)-N-methyl-3-phenylpropiolamide C(C)(C)(C)C1=CC(=NO1)N(C(C#CC1=CC=CC=C1)=O)C